2-phenylpiperidin-4-yl-acetamide C1(=CC=CC=C1)C1NCCC(C1)CC(=O)N